FC1(CCN(CC1)C1=NC(=CC=2N1C=NN2)NC(C2=C(C=C(C=C2)NS(=O)(=O)CCO)N2CCC1(CC1)CC2)=O)F N-(5-(4,4-difluoropiperidin-1-yl)-[1,2,4]triazolo[4,3-c]pyrimidin-7-yl)-4-(2-Hydroxyethylsulfonylamino)-2-(6-azaspiro[2.5]octane-6-yl)benzamide